FC1CN(C1)C=1C2=C(N=CN1)C=CC(=N2)C=2C=C(C=CC2)C#C[C@]2(C(N(CC2)C)=O)O (R)-3-((3-(4-(3-Fluoroazetidin-1-yl)pyrido[3,2-d]pyrimidin-6-yl)phenyl)ethynyl)-3-hydroxy-1-methylpyrrolidin-2-one